(S) or (R)-N'-((3,5-diisopropylpyridin-4-yl)carbamoyl)-2-(2-hydroxypropan-2-yl)thiazole-5-sulfonimidamide C(C)(C)C=1C=NC=C(C1NC(=O)N=[S@@](=O)(N)C1=CN=C(S1)C(C)(C)O)C(C)C |o1:13|